C(C1=CC=CC=C1)C1C2CCC(N1C(=O)OC(C)(C)C)C2 tert-butyl 2-benzyl-3-azabicyclo[2.2.1]heptane-3-carboxylate